tert-butyl (2S,4S)-2-[[(1S)-2-methoxy-2-oxo-1-[[(3S)-2-oxopyrrolidin-3-yl]methyl]ethyl]carbamoyl]-4-phenyl-pyrrolidine-1-carboxylate COC([C@H](C[C@H]1C(NCC1)=O)NC(=O)[C@H]1N(C[C@@H](C1)C1=CC=CC=C1)C(=O)OC(C)(C)C)=O